N1(CCCCC1)C(=O)OCOC(C(C)C)=O [(2-methylpropanoyl)oxy]methyl piperidine-1-carboxylate